dimethyl 2-bromomethyl-6-methyl-4-(3-bromophenyl)-1,4-dihydropyridine-3,5-dicarboxylate BrCC=1NC(=C(C(C1C(=O)OC)C1=CC(=CC=C1)Br)C(=O)OC)C